(pentafluorophenyl)boric acid-methyldi-(hexadecyl)ammonium salt C[NH+](CCCCCCCCCCCCCCCC)CCCCCCCCCCCCCCCC.FC1=C(C(=C(C(=C1OB([O-])[O-])F)F)F)F.C[NH+](CCCCCCCCCCCCCCCC)CCCCCCCCCCCCCCCC